Cl.ClC=1C=CC(=C(C1)C1=CC(=C(N=N1)C)NC1=CC(=NC=C1)NC(CCN1C2CN(C(C1)C2)C)=O)F N-(4-{[6-(5-chloro-2-fluorophenyl)-3-methylpyridazin-4-yl]amino}pyridin-2-yl)-3-{5-methyl-2,5-diazabicyclo[2.2.1]heptan-2-yl}propanamide hydrochloride